(S)-1-((3R,4S)-3-fluoro-4-((2-(3-((2-methoxy-4-(methylsulfonyl)phenyl)amino)prop-1-yn-1-yl)-1-(2,2,2-trifluoroethyl)-1H-indol-4-yl)amino)piperidin-1-yl)-3-methoxypropan-2-ol F[C@@H]1CN(CC[C@@H]1NC1=C2C=C(N(C2=CC=C1)CC(F)(F)F)C#CCNC1=C(C=C(C=C1)S(=O)(=O)C)OC)C[C@@H](COC)O